7H-imidazo[4,5-d]Pyridazin-7-one N=1C=NC=2C1C(N=NC2)=O